Methyl 3-chloro-4-(1-(3-fluoro-N-(pyridin-3-ylmethyl)benzamido) ethyl)benzoate ClC=1C=C(C(=O)OC)C=CC1C(C)N(C(C1=CC(=CC=C1)F)=O)CC=1C=NC=CC1